(tetrahydro-2H-pyran-2-yl)-2H-pyrazolo[3,4-b]pyridine-5-carboxamide O1C(CCCC1)N1N=C2N=CC(=CC2=C1)C(=O)N